1-(2,2-difluoroethyl)-2-(3,4-dimethoxyphenyl)-6-(piperidin-4-yl)-1H-benzo[d]imidazole dihydrochloride Cl.Cl.FC(CN1C(=NC2=C1C=C(C=C2)C2CCNCC2)C2=CC(=C(C=C2)OC)OC)F